C(CCCCC)C(CC(=O)OCCCCCCBr)CCCCCCCC 6-bromo-1-hexyl 3-hexylundecanoate